tert-butyl (R)-4-(3-((tert-butoxycarbonyl)(methyl)amino)pyrrolidin-1-yl)-2-((tert-butoxycarbonyl)amino)-7,7-dimethyl-6,7-dihydro-8H-pyrimido[5,4-b][1,4]oxazine-8-carboxylate C(C)(C)(C)OC(=O)N([C@H]1CN(CC1)C1=NC(=NC2=C1OCC(N2C(=O)OC(C)(C)C)(C)C)NC(=O)OC(C)(C)C)C